C(C)(C)(C)N1C=NC2=C1C=C(C=C2)B2OC(C(O2)(C)C)(C)C 1-(tert-butyl)-6-(4,4,5,5-tetramethyl-1,3,2-dioxaborolan-2-yl)-1H-benzo[d]imidazole